[Nb].[Sm] samarium-niobium